tert-Butyl 4-(4-aminobutyl)piperidine-1-carboxylate NCCCCC1CCN(CC1)C(=O)OC(C)(C)C